CC=1OC2=CC=CC=C2C(C1C=1C=C2C=CC(OC2=CC1)C)=O 2,2'-dimethyl-2'h,4h-[3,6'-bichromen]-4-one